CC1CC(CCC1)C(COC)(COC)CC[Si](C)(C)C 2-(3-methylcyclohexyl)-2-(2-trimethylsilylethyl)-1,3-dimethoxypropane